4-(6,7-dichloro-1-(M)-(2-isopropyl-4-methylpyridin-3-yl)-2-oxo-1,2-dihydropyrido[2,3-d]pyrimidin-4-yl)-2,5-dimethylpiperazine-1-carboxylate ClC1=CC2=C(N(C(N=C2N2CC(N(CC2C)C(=O)[O-])C)=O)C=2C(=NC=CC2C)C(C)C)N=C1Cl